NC[C@@H]1[C@@H]([C@@H]([C@H](C(O1)O)NC=1SC=CN1)O)O (3R,4R,5R,6R)-6-(aminomethyl)-3-(thiazol-2-ylamino)tetrahydro-2H-pyran-2,4,5-triol